FC=1C=C(N(C)C2C(NC(CC2)=O)=O)C=C(C1N1CCN(CC1)CC1CCN(CC1)C(CO)=O)F 3-[3,5-difluoro-4-[4-[[1-(2-hydroxyacetyl)-4-piperidyl]methyl]piperazin-1-yl]-N-methyl-anilino]piperidine-2,6-dione